tert-butyl (2S)-2-[tert-butoxycarbonyl(methyl)amino]-3-(4-nitrophenyl)propanoate C(C)(C)(C)OC(=O)N([C@H](C(=O)OC(C)(C)C)CC1=CC=C(C=C1)[N+](=O)[O-])C